8-(4-(difluoromethoxy)phenyl)-2-ethoxy-6-(2-(2-(3-hydroxypyrrolidin-1-yl)ethyl)-1-methyl-1H-benzo[d]imidazol-6-yl)pterin FC(OC1=CC=C(C=C1)N1C=C(N=C2C(NC(N=C12)(N)OCC)=O)C=1C=CC2=C(N(C(=N2)CCN2CC(CC2)O)C)C1)F